(S)-11-(benzyloxy)-6-(bis(4-fluorophenyl)methyl)-3-vinyl-5H-imidazo[2',1':3,4]pyrazino[1,2-b]pyridazin-10(6H)-one C(C1=CC=CC=C1)OC1=C2N(N=CC1=O)[C@H](CN1C2=NC=C1C=C)C(C1=CC=C(C=C1)F)C1=CC=C(C=C1)F